sodium (S)-3-(4-fluoro-3'-methoxybiphenyl-3-yl)-3-(3-(1-methyl-4-oxido-2-oxo-1,2-dihydro pyridin-3-yl)ureido)propanoate FC1=C(C=C(C=C1)C1=CC(=CC=C1)OC)[C@H](CC(=O)[O-])NC(=O)NC=1C(N(C=CC1[O-])C)=O.[Na+].[Na+]